3-vinyl-1H-pyrrolo[2,3-b]Pyridine C(=C)C1=CNC2=NC=CC=C21